O=S1(CC(C2=C1C=CC=C2)NC(=O)C=2C=1N(N=CC2)C(=C(N1)COC)C(=O)N)=O N8-(1,1-dioxo-2,3-dihydrobenzothiophen-3-yl)-2-(methoxymethyl)imidazo[1,2-b]pyridazine-3,8-dicarboxamide